2,6-dichloro-N-[2-(6-fluoro-1H-indol-3-yl)ethyl]-5-[(2R)-2-amino-3-methoxy-propoxy]pyrimidin-4-amine ClC1=NC(=C(C(=N1)NCCC1=CNC2=CC(=CC=C12)F)OC[C@@H](COC)N)Cl